3-chloro-2,4-dimethylpyrido[3',2':4,5]Thieno[2,3-d]Pyridazin-8(7H)-one ClC1=C(C2=C(SC=3C(NN=CC32)=O)N=C1C)C